tert-butyl 4-[methoxy (methyl) carbamoyl]-2-methylpiperidine-1-carboxylate CON(C(=O)C1CC(N(CC1)C(=O)OC(C)(C)C)C)C